2-(4-acetylphenyl)-7,7-dimethyl-1,3-dioxo-2,3,5,12b-tetrahydro-1H,7H-chromeno[4,3-c][1,2,4]triazolo[1,2-a]pyridazin-10-yl (2-(dimethylamino)ethyl)(methyl)carbamate formate C(=O)O.CN(CCN(C(OC=1C=CC2=C(C1)OC(C=1C2N2N(CC1)C(N(C2=O)C2=CC=C(C=C2)C(C)=O)=O)(C)C)=O)C)C